N-methyl-N-(2-(1-trityl-1H-imidazol-4-yl)-6,7-dihydro-5H-cyclopenta[d]pyrimidin-4-yl)glycine CN(CC(=O)O)C=1C2=C(N=C(N1)C=1N=CN(C1)C(C1=CC=CC=C1)(C1=CC=CC=C1)C1=CC=CC=C1)CCC2